7-bromo-5-(sec-butoxy)benzo[b]thiophene-2-carboxylic acid BrC1=CC(=CC2=C1SC(=C2)C(=O)O)OC(C)CC